4-(((1R,3S)-3-methoxycyclopentyl)methyl)-6-(2-methyl-6-(4H-1,2,4-triazol-3-yl)pyridin-3-yl)-3,4-dihydropyrazino[2,3-b]pyrazin-2(1H)-one CO[C@@H]1C[C@@H](CC1)CN1CC(NC2=NC=C(N=C21)C=2C(=NC(=CC2)C2=NN=CN2)C)=O